2-(1-piperidyl)-N-(3-sulfamoylphenyl)-6-(trifluoromethyl)pyridine-3-carboxamide N1(CCCCC1)C1=NC(=CC=C1C(=O)NC1=CC(=CC=C1)S(N)(=O)=O)C(F)(F)F